ClC=1C=C(C=CC1OCC1=NC=CC=C1)NC1=NC=NC2=CC=C(C(=C12)OC)NC(\C=C\CN(C)C)=O (E)-N-(4-((3-chloro-4-(pyridin-2-ylmethoxy)phenyl)amino)-5-methoxyquinazolin-6-yl)-4-(dimethylamino)but-2-enamide